maleimidylundecanoic acid C1(C=CC(N1C(C(=O)O)CCCCCCCCC)=O)=O